CC1=C(C(=NO1)C1=CC=CC=C1)C1=CC=C(C=C1)S 4-(5-methyl-3-phenylisoxazol-4-yl)thiophenol